(3R)-4-[6-chloro-4-(methanesulfonylmethyl)-5-methylpyridin-2-yl]-3-methylmorpholine ClC1=C(C(=CC(=N1)N1[C@@H](COCC1)C)CS(=O)(=O)C)C